C(=O)CCCCNCC 4-formyl-N-ethyl-N-butylamine